ClC=1C(=C(N(CC1)C)C1=NC=CC=C1)Cl dichloro-N-methyl-[2,2'-bipyridine]